(9s,14s,18s)-3,11,16-trioxo-1-phenyl-2-oxa-4,10,15,17-tetraazaeicosane O=C(OCC1=CC=CC=C1)NCCCCCNC(CCCNC(NCCC)=O)=O